C(#N)CN1N=CC(=C1)NC1=NC=C(C(=N1)C1=CC(=C(OCC(C#N)(C)C)C=C1)F)C (4-(2-((1-(cyanomethyl)-1H-pyrazol-4-yl)amino)-5-methylpyrimidin-4-yl)-2-fluorophenoxy)-2,2-dimethylpropionitrile